C(C)(C)(C)N(C(O)=O)C1=CC=C(C=C1)C=1SC=C(N1)C(NC(=C)C(=O)NC(=C)C(=O)N)=O.CC1=CC=C(C=C2C(C3(CCC2C3(C)C)C)=O)C=C1 4-methylbenzylenecamphor tert-butyl-(4-(4-((3-((3-amino-3-oxoprop-1-en-2-yl)amino)-3-oxoprop-1-en-2-yl)carbamoyl)thiazol-2-yl)phenyl)carbamate